FC1=C(C(=NC(=N1)C1=NC=CC(=C1)C(=O)OC)OC)C(F)(F)F 6-fluoro-4-methoxy-2-(4-methoxycarbonyl-2-pyridyl)-5-trifluoromethylpyrimidine